(S)-1-((6-((3'-(5-(((2-(4-aminobutanamido)ethyl)amino)methyl)picolinamido)-2-chloro-2'-methyl-[1,1'-biphenyl]-3-yl)carbamoyl)pyridin-3-yl)methyl)piperidine-2-carboxylate NCCCC(=O)NCCNCC=1C=CC(=NC1)C(=O)NC=1C(=C(C=CC1)C1=C(C(=CC=C1)NC(=O)C1=CC=C(C=N1)CN1[C@@H](CCCC1)C(=O)[O-])Cl)C